C1N(CCC2=CC=CC=C12)C[C@H](CN1CCOC2=C(C1=O)C=CC(=C2)CN2CCOCC2)O 4-[(2R)-3-(3,4-dihydro-1H-isoquinolin-2-yl)-2-hydroxy-propyl]-8-(morpholinomethyl)-2,3-dihydro-1,4-benzoxazepine-5-one